1-(5-(2-fluorophenyl)-1-((3-(1-(2-methoxyethyl)-1H-pyrazol-4-yl)phenyl)sulfonyl)-1H-pyrrol-3-yl)-N-methylamine hydrochloride Cl.FC1=C(C=CC=C1)C1=CC(=CN1S(=O)(=O)C1=CC(=CC=C1)C=1C=NN(C1)CCOC)CN